2-(difluoromethyl)thieno[2,3-b]pyridine 7-oxide FC(C1=CC=2C(=[N+](C=CC2)[O-])S1)F